2-(phenylamino)nicotinamide C1(=CC=CC=C1)NC1=C(C(=O)N)C=CC=N1